5-(dimethylamino)-N-(4-((3-oxomorpholino)methyl)phenyl)naphthalene-1-sulfonamide CN(C1=C2C=CC=C(C2=CC=C1)S(=O)(=O)NC1=CC=C(C=C1)CN1C(COCC1)=O)C